C(=O)=[Fe] carbonylIron